1-(1,4-dioxan-2-yl)ethan-1-ol O1C(COCC1)C(C)O